6-(piperidin-4-yloxy)pyridin-3-amine N1CCC(CC1)OC1=CC=C(C=N1)N